3-thiazol-2-ylimidazole S1C(=NC=C1)N1C=NC=C1